CCCCCCCCCCCCCC The molecule is a straight chain alkane consisting of 14 carbon atoms. It has a role as a plant metabolite and a volatile oil component.